5-[(1,3-benzoxazol-5-yl)methyl]-7-hexyl-5H,6H,7H,8H,9H,10H-cyclohepta[b]indole-4-carboxylic acid O1C=NC2=C1C=CC(=C2)CN2C1=C(C3=CC=CC(=C23)C(=O)O)CCCC(C1)CCCCCC